5-fluorophenyl phosphonate P(OC1=CC=CC(=C1)F)([O-])=O